1-tert-butyl 3-ethyl 2-(7-chloro-1,6-naphthyridin-2-yl)propanedioate ClC1=NC=C2C=CC(=NC2=C1)C(C(=O)OC(C)(C)C)C(=O)OCC